ClC1=NC2=CC(=C(C=C2C(=N1)NC(C)C1=C(C(=CC=C1)C(F)(F)F)C)OC(C)=O)OC acetic acid 2-chloro-7-methoxy-4-[1-(2-methyl-3-trifluoromethyl-phenyl)-ethylamino]-quinazolin-6-yl ester